NC=1N(N=C2C1CN(CC2)C)C(=O)C2CCNC1=CC=CC=C21 (3-amino-5-methyl-4,5,6,7-tetrahydro-pyrazolo[4,3-c]pyridin-2-yl)(1,2,3,4-tetrahydro-quinolin-4-yl)methanone